C(CCCCC)N1C=NC=C1 1-hexylimidazole